N-(3-fluoro-4-{[7-({3-[4-(1-methylethyl)piperazin-1-yl]propyl}oxy)-6-(methyloxy)quinolin-4-yl]oxy}phenyl)-N'-(4-fluorophenyl)cyclopropane-1,1-dicarboxamide FC=1C=C(C=CC1OC1=CC=NC2=CC(=C(C=C12)OC)OCCCN1CCN(CC1)C(C)C)NC(=O)C1(CC1)C(=O)NC1=CC=C(C=C1)F